Cl.N1CCC(CC1)C1=CC=C(N[C@H]2C(NC(CC2)=O)=O)C=C1 |r| (3RS)-3-[4-(4-piperidinyl)anilino]piperidine-2,6-dione hydrochloride